methyl 6-(4-ethoxy-2-methylphenyl)pyrazine-2-carboxylate C(C)OC1=CC(=C(C=C1)C1=CN=CC(=N1)C(=O)OC)C